3-Methyl-3-butenyl-5-methylhexanoat CC(CC(=O)[O-])(CC(C)C)C=CCC